C(OC1=CC=C(C=C1)[N+](=O)[O-])(OC(C(F)(F)F)(C)C)=O 4-nitrophenyl (1,1,1-trifluoro-2-methylpropan-2-yl) carbonate